isopropyl benzenesulfinate C1(=CC=CC=C1)S(=O)OC(C)C